COC1=C(C=CC(=C1)C=1C=NN(C1)C)NC=1N=CC2=C(N1)C(=NC=C2)N2CC1(CCC1)CC2 N-(2-methoxy-4-(1-methyl-1H-pyrazol-4-yl)phenyl)-8-(6-azaspiro[3.4]octan-6-yl)pyrido[3,4-d]pyrimidin-2-amine